3-((2R,4S)-4-(4-(2-fluoro-4-(trifluoromethyl)phenyl)-6,7-dimethylpteridin-2-yl)tetrahydro-2H-pyran-2-yl)-1-methylpyridin-2(1H)-one FC1=C(C=CC(=C1)C(F)(F)F)C1=NC(=NC2=NC(=C(N=C12)C)C)[C@@H]1C[C@@H](OCC1)C=1C(N(C=CC1)C)=O